COC(C1=CC=C(C=C1)[C@H](C)NC=1N=CC2=C(N1)N(C(C=C2)=O)CC2(COC2)C)=O 4-[(1S)-1-({8-[(3-methyloxetan-3-yl)methyl]-7-oxo-pyrido[2,3-d]pyrimidin-2-yl}amino)ethyl]benzoic acid methyl ester